N-{[4-(5-methoxypyridine-3-sulfonyl)phenyl]methyl}-1H-pyrazolo[3,4-b]pyridine-5-carboxamide COC=1C=C(C=NC1)S(=O)(=O)C1=CC=C(C=C1)CNC(=O)C=1C=C2C(=NC1)NN=C2